(methyl)xanthine CC1=NC=2NC(NC(C2N1)=O)=O